FC(C(=O)O)(F)F.NCC(=O)NCCN1C(C=CC1=O)=O 2-amino-N-(2-(2,5-dioxo-2,5-dihydro-1H-pyrrole-1-yl)ethyl)acetamide trifluoroacetate salt